2-(2,6-dioxopiperidin-3-yl)-4-(((1-(1-(3-fluorobicyclo[1.1.1]pentane-1-carbonyl)piperidin-4-yl)-1H-pyrazol-4-yl)methyl)amino)isoindoline-1,3-dione O=C1NC(CCC1N1C(C2=CC=CC(=C2C1=O)NCC=1C=NN(C1)C1CCN(CC1)C(=O)C12CC(C1)(C2)F)=O)=O